(S)-quinuclidin-3-yl (2,2-dimethyl-6-(3-(trifluoromethoxy)phenyl)-1,2,3,4-tetrahydronaphthalen-1-yl)carbamate CC1(C(C2=CC=C(C=C2CC1)C1=CC(=CC=C1)OC(F)(F)F)NC(O[C@@H]1CN2CCC1CC2)=O)C